C1=C(C=CC2=CC=CC=C12)CS(=O)(=O)OC(=O)N1CCN(CC1)CC1=CC=C(C=C1)[N+](=O)[O-] 1-(4-(4-nitrobenzyl) piperazine-1-carbonyl) naphthalene-2-ylmethanesulfonate